C(C)(C)(C)C=1OC(=NN1)C=1C=NN2C1N=C(C=C2)N2[C@@]1(C[C@@H]1CC2)C2=C(C=CC(=C2)F)F 2-(tert-butyl)-5-(5-((1R,5S)-1-(2,5-difluorophenyl)-2-azabicyclo[3.1.0]hexan-2-yl)pyrazolo[1,5-a]pyrimidin-3-yl)-1,3,4-oxadiazole